anti-Histidine europium [Eu].N[C@@H](CC1=CNC=N1)C(=O)O